ClC1=C(C=CC(=C1)C(F)(F)F)C=1CCCC2=C(C1C1=CC=C(C=C1)C=C1CN(C1)CCCF)C=CC=C2 8-(2-Chloro-4-(trifluoromethyl)phenyl)-9-(4-((1-(3-fluoropropyl)azetidin-3-yliden)methyl)phenyl)-6,7-dihydro-5H-benzo[7]annulen